7-((6-(2-aminoethoxy)pyridin-3-yl)methyl)-2-butoxyimidazo[2,1-f][1,2,4]triazin-4-amine NCCOC1=CC=C(C=N1)CC1=CN=C2C(=NC(=NN21)OCCCC)N